tert-Butyl 4-((1s,4s)-4-((5-(hydrazinecarbonyl)-6-methyl-2-((1-methyl-1H-pyrazol-4-yl)amino)pyrimidin-4-yl)amino)cyclohexyl)piperazine-1-carboxylate N(N)C(=O)C=1C(=NC(=NC1C)NC=1C=NN(C1)C)NC1CCC(CC1)N1CCN(CC1)C(=O)OC(C)(C)C